FC1(CCN(CC1)C1=NC(=NC=C1)NC(C1=C(C=C(C=C1)NS(=O)(=O)CCO)C1CCC(CC1)(C)C)=O)F N-(4-(4,4-difluoropiperidin-1-yl)pyrimidin-2-yl)-2-(4,4-dimethylcyclohexyl)-4-((2-hydroxyethyl)sulfonamido)benzamide